1-((2-methylallyl)oxy)-2-(phenylethynyl)benzene CC(COC1=C(C=CC=C1)C#CC1=CC=CC=C1)=C